1-(4-((1S,2R)-4,4-difluoro-6-hydroxy-2-(p-tolyl)-1,2,3,4-tetrahydronaphthalen-1-yl)phenyl)piperidine-4-carbaldehyde FC1(C[C@H]([C@H](C2=CC=C(C=C12)O)C1=CC=C(C=C1)N1CCC(CC1)C=O)C1=CC=C(C=C1)C)F